Cl.CC1=CC=C2N1C=C(NC2=O)C2CNCC2 6-methyl-3-(pyrrolidin-3-yl)pyrrolo[1,2-a]pyrazin-1(2H)-one hydrochloride